C(N)(=O)C1=C(C=CC=C1)CNC(=O)C=1N(C(N2C1CNCC2)=O)C2=CC=C(C=C2)OC(C)C N-[(2-carbamoylphenyl)methyl]-2-(4-isopropoxyphenyl)-3-oxo-6,8-dihydro-5H-imidazo[1,5-a]pyrazine-1-carboxamide